C(#N)C=1C=C(C=CC1)C=1N=C(SC1C1=CC(=NC(=C1)C)C)NC(=O)N1C2(CCC2)CN(CC1)C(=O)OC(C)(C)C tert-Butyl 5-[[4-(3-cyanophenyl)-5-(2,6-dimethyl-4-pyridyl)thiazol-2-yl]carbamoyl]-5,8-diazaspiro[3.5]nonane-8-carboxylate